FC(OC1=CC=C(C=C1)N1C2=C(C=C(C1=O)C1=CN(C(C=C1)=O)C)SC(=N2)OCC)F 4-[4-(difluoromethoxy)phenyl]-2-ethoxy-6-(1-methyl-6-oxo-1,6-dihydropyridin-3-yl)thiazolo[4,5-b]pyridin-5(4H)-one